COC=1C(=CC2=CN(N=C2C1)C1CCC(CC1)CC=O)NS(=O)(=O)C1=NC(=CC=C1)C(F)(F)F N-{6-methoxy-2-[(1r,4r)-4-(2-oxoethyl)cyclohexyl]indazol-5-yl}-6-(trifluoromethyl)pyridine-2-sulfonamide